4-(2,4-dimethoxyphenyl)but-3-en-2-one COC1=C(C=CC(=C1)OC)C=CC(C)=O